4-oxo-penta-glycidylcyclotriphosphazene O=P1(N(P(=NPN1CC1CO1)(CC1CO1)CC1CO1)CC1CO1)CC1CO1